benzyl (3S)-3-formyl-3,4-dihydroisoquinoline-2(1H)-carboxylate C(=O)[C@H]1N(CC2=CC=CC=C2C1)C(=O)OCC1=CC=CC=C1